C(C)(C)(C)OC(=O)N1CC(CC1)=O tert-butyl-3-oxopyrrolidine-1-carboxylate